C(C)(C)(C)OC(NC(C(=O)N(C)OC)C)=O (1-(methoxy(methyl)amino)-1-oxopropan-2-yl)carbamic acid tert-butyl ester